CC1OCCN(C1)C(=O)C=1C=C2C(=NC1)NC=C2 (2-methylmorpholino)(1H-pyrrolo[2,3-b]pyridin-5-yl)methanone